4-[(2R)-3-(3,4-dihydro-1H-isoquinolin-2-yl)-2-hydroxy-propyl]-8-[(3-fluoro-1-methyl-4-piperidyl)oxy]-2,3-dihydro-1,4-benzoxazepin-5-one C1N(CCC2=CC=CC=C12)C[C@H](CN1CCOC2=C(C1=O)C=CC(=C2)OC2C(CN(CC2)C)F)O